CN1N=CC=2C(N(C=3C(=NC=CC3C2C1=O)NC(=O)C1CC1)C)C N-(2,5,6-trimethyl-1-oxo-1,2,5,6-tetrahydropyridazino[4,5-c][1,7]naphthyridin-7-yl)cyclopropanecarboxamide